3-(5-(Morpholin-3-yl)-1-oxoisoindolin-2-yl)piperidine-2,6-dione N1C(COCC1)C=1C=C2CN(C(C2=CC1)=O)C1C(NC(CC1)=O)=O